[N+](=O)([O-])C=1C=C(C=C2NCCNC12)S(=O)(=O)N 8-nitro-1,2,3,4-tetrahydroquinoxaline-6-sulfonamide